BrC=1C=C2C(=C(N1)Cl)NN=C2 5-bromo-7-chloro-1H-pyrazolo[3,4-c]pyridine